ClC=1C=C(OCC(=O)NC2=NC=NC=C2)C=C(C1CC1=CC(=C(C=C1)O)C(C)C)Cl 2-(3,5-Dichloro-4-(4-hydroxy-3-isopropylbenzyl)phenoxy)-N-(pyrimidin-4-yl)acetamide